3-(4-(3-(1,2-dihydroxyethyl)azetidin-1-yl)-1-(4-(trifluoromethoxy)phenyl)-1H-pyrazolo[3,4-b]pyridin-3-yl)azetidine-1-carboxylic acid tert-butyl ester C(C)(C)(C)OC(=O)N1CC(C1)C1=NN(C2=NC=CC(=C21)N2CC(C2)C(CO)O)C2=CC=C(C=C2)OC(F)(F)F